C(CCCCC)(=O)OCC(CBr)(CBr)CBr 3-bromo-2,2-bis(bromomethyl)propyl hexanoate